(1-(dimeth-ylamino)-2-methyl-1-oxo-propan-2-ylamino)but-2-enamide CN(C(C(C)(C)NC(C(=O)N)=CC)=O)C